N(=[N+]=[N-])C(CNC(OC(C)(C)C)=O)CN1N=CC(=C1)B1OC(C(O1)(C)C)(C)C tert-butyl (2-azido-3-(4-(4,4,5,5-tetramethyl-1,3,2-dioxaborolan-2-yl)-1H-pyrazol-1-yl)propyl)carbamate